N-[(6R)-5,6-dihydrospiro[cyclopenta[b]pyridin-7,4'-piperidin]-6-yl]-2-methylpropan-2-sulfinamide N1CCC2(CC1)[C@@H](CC=1C2=NC=CC1)NS(=O)C(C)(C)C